(S)-3-(1-(benzyloxy)ethyl)-1,2,4-thiadiazole-5-carboxylic acid ethyl ester C(C)OC(=O)C1=NC(=NS1)[C@H](C)OCC1=CC=CC=C1